8-(5-Chloro-2-(trifluoromethyl)phenyl)-9-(4-((1-(3-fluoropropyl)azetidin-3-yl)methyl)phenyl)-6,7-dihydro-5H-benzo[7]annulen ClC=1C=CC(=C(C1)C=1CCCC2=C(C1C1=CC=C(C=C1)CC1CN(C1)CCCF)C=CC=C2)C(F)(F)F